4,6-DINITROBENZOFUROXANE C1=C(C=C(C2=NO[N+](=C21)[O-])[N+](=O)[O-])[N+](=O)[O-]